NC=1C(=C(C=CC1)S(=O)(=O)NCC1=C(C=C(C=C1)OC)OC)N1N=CC(=C1)C(F)(F)F amino-N-(2,4-dimethoxybenzyl)-2-[4-(trifluoromethyl)-1H-pyrazol-1-yl]benzene-sulfonamide